ClC1=NC2=CC(=C(C=C2C(=N1)NC1CCN(CC1)C1CC1)OC)OC 2-chloro-N-(1-cyclopropyl-piperidin-4-yl)-6,7-dimethoxyquinazoline-4-amine